NC1=C(C=C(C=C1)/C(=C\1/C(NC2=CC=C(C=C12)Br)=O)/NC1=CN=NC=C1)OC (Z)-3-((4-amino-3-methoxyphenyl)(pyridazin-4-ylamino)methylene)-5-bromoindolin-2-one